COC1=C(CNC(=O)C2CCOCC2)C=CC(=C1)OC N-(2,4-dimethoxybenzyl)tetrahydro-2H-pyran-4-carboxamide